Cl.CCC.CCC.CCC Tris-propane-HCl